FC1=CC=CC=2N1C(=NN2)[C@@H]2C[C@@H](CCC2)NC(OC(C)(C)C)=O tert-butyl ((1R,3S)-3-(5-fluoro-[1,2,4]triazolo[4,3-a]pyridin-3-yl)cyclohexyl)carbamate